bitetrazol tetraphosphonate P(O)(O)=O.P(O)(O)=O.P(O)(O)=O.P(O)(O)=O.N1=NN=NC1=C1N=NN=N1